tert-butyl 4-(3-chloro-7-methoxy-quinoxalin-2-yl)piperazine-1-carboxylate ClC=1C(=NC2=CC(=CC=C2N1)OC)N1CCN(CC1)C(=O)OC(C)(C)C